BrCCCCCC\C=C/CCO (3Z)-10-bromo-3-decen-1-ol